OC1[C@H](CN(C[C@H]1C)C(=O)OCC1=CC=CC=C1)C benzyl (3S,5R)-4-hydroxy-3,5-dimethyl-piperidine-1-carboxylate